BrC=1C(C2=CC=CC=C2C(C1C1N(CCCC1)C(C)=O)=O)=O 2-bromo-3-(1-acetylpiperidinyl)naphthoquinone